C(C)(C)(C)OC(=O)N1[C@@H](CCC1)C=1C=C(C=C2CCOCC12)C=1C=C2C(=NC1)N(C=C2C#N)C(=O)OC(C)(C)C tert-butyl (S)-5-(8-(1-(tert-butoxycarbonyl)pyrrolidin-2-yl)isochroman-6-yl)-3-cyano-1H-pyrrolo[2,3-b]pyridine-1-carboxylate